2,3,5,6-tetramethyl-1,4-phenylene diisocyanate CC1=C(C(=C(C(=C1C)N=C=O)C)C)N=C=O